(4as,8as)-1-(4-(1,1-difluoro-2-((triisopropylsilyl)oxy)ethoxy)-3-fluorophenyl)-3,3-dimethyldecahydroquinoxaline FC(CO[Si](C(C)C)(C(C)C)C(C)C)(OC1=C(C=C(C=C1)N1CC(N[C@H]2CCCC[C@H]12)(C)C)F)F